ethyl 6-tert-butyl-9-[1-(3-hydroxypropyl)-1H-pyrazol-4-yl]-10-methoxy-2-oxo-6,7-dihydro-2H-pyrido[2,1-a]isoquinoline-3-carboxylate C(C)(C)(C)C1N2C(C3=CC(=C(C=C3C1)C=1C=NN(C1)CCCO)OC)=CC(C(=C2)C(=O)OCC)=O